(3S)-1-(1-((5-chloro-2-pyridinyl)methyl)-1H-benzimidazol-2-yl)-N-methyl-3-piperidinamine ClC=1C=CC(=NC1)CN1C(=NC2=C1C=CC=C2)N2C[C@H](CCC2)NC